FC(C(=O)O)(F)F.N=1N(N=CC1)C=1C=CC=C(C1)O 5-(2H-1,2,3-triazol-2-yl)phenol trifluoroacetate